C1(CCC1)C1=CC(=CN1S(=O)(=O)C1=CC=C(C)C=C1)S(=O)(=O)Cl 5-cyclobutyl-1-tosyl-1H-pyrrole-3-sulfonyl chloride